N[C@@H](C)C1=CC=C(C=C1)NC1=NC=C(C(=N1)NCC1=NC=CC=C1N(S(=O)(=O)C)C)C(F)(F)F N-[2-({[2-({4-[(1S)-1-aminoethyl]phenyl}amino)-5-(trifluoromethyl)pyrimidin-4-yl]amino}methyl)pyridin-3-yl]-N-methylmethane-sulfonamide